4-(4-benzylpiperazin-1-yl)-N-cyclohexylmethyl-6-(3,4,6,7-tetrahydro-5H-imidazo[4,5-c]pyridin-5-yl)-1,3,5-triazine-2-amine C(C1=CC=CC=C1)N1CCN(CC1)C1=NC(=NC(=N1)N1CC2=C(CC1)N=CN2)NCC2CCCCC2